tert-butyl (S)-2-((1-(2-(1,3-dimethyl-1H-indazol-5-yl)-7-methyl-4-oxo-4H-pyrido[1,2-a]pyrimidin-9-yl)ethyl)amino)benzoate CN1N=C(C2=CC(=CC=C12)C=1N=C2N(C(C1)=O)C=C(C=C2[C@H](C)NC2=C(C(=O)OC(C)(C)C)C=CC=C2)C)C